2-CHLORO-6-METHYLPHENYL ISOCYANIDE ClC1=C(C(=CC=C1)C)[N+]#[C-]